CN(C1CCN(CC1)C(=O)OC(C)(C)C)C=1C2=C(N=C(N1)S(=O)(=O)C)CNC2=O tert-butyl 4-[methyl-(2-methylsulfonyl-5-oxo-6,7-dihydropyrrolo[3,4-d]pyrimidin-4-yl)amino]piperidine-1-carboxylate